C(C\C=C\CCCCCC)(=O)OC methyl (e)-dec-3-enoate